C(C)(=O)C1=NN(C2=C(C=C(C=C12)C=1C=NC(=NC1)C(=O)O)C)CC(=O)N1[C@@H]2C[C@@]2(C[C@H]1C(NC1=NC(=CN=C1)Br)=O)C 5-(3-acetyl-1-(2-((1R,3S,5R)-3-((6-bromopyrazin-2-yl)carbamoyl)-5-methyl-2-azabicyclo[3.1.0]hexan-2-yl)-2-oxoethyl)-7-methyl-1H-indazol-5-yl)pyrimidine-2-carboxylic acid